C1OCC12CN(C2)CC=2C=C(C(=NC2)C=2C=NC(=CC2N[C@H](CCO)C)Cl)F (S)-3-((5-((2-Oxa-6-azaspiro[3.3]heptan-6-yl)methyl)-6'-chloro-3-fluoro-[2,3'-bipyridin]-4'-yl)amino)butan-1-ol